anthracenyl chloride C1(=CC=CC2=CC3=CC=CC=C3C=C12)Cl